N=1C=NN2C1C=C(C=C2)OC2=C(C(=C(C=C2)NC2=NC=NC1=CC=3OC[C@H]4N(C3N=C12)CCNC4)F)C (S)-N-(4-([1,2,4]triazolo[1,5-a]pyridin-7-yloxy)-2-fluoro-3-methylphenyl)-1,2,3,4,4a,5-hexahydropyrazino[1,2-d]pyrimido[4',5':5,6]pyrido[3,2-b][1,4]oxazin-11-amine